6-((1-acetylpiperidin-4-yl)amino)-2-(tert-butylthio)pyrimidine-4-carboxylic acid C(C)(=O)N1CCC(CC1)NC1=CC(=NC(=N1)SC(C)(C)C)C(=O)O